BrC1=C(C(=CC=C1)F)CN1CC(N(C(C1)C)C(C(C)C)=O)C(=O)NCC1=CC=C(C=C1)C=1OC=CC1 4-[(2-bromo-6-fluorophenyl)methyl]-N-{[4-(furan-2-yl)phenyl]methyl}-6-methyl-1-(2-methylpropanoyl)piperazine-2-carboxamide